OC=1C=C(C=CC1O)C=CC(=O)OC1CC(CC(C1O)O)(C(=O)O)O 3-[[3-(3,4-dihydroxyphenyl)-1-oxo-2-propen-1-yl]oxy]-1,4,5-trihydroxy-cyclohexanecarboxylic acid